C(C)(C)(C)OC(=O)N1CC2(C1)CN(C2)C2=NC=C(C=C2)C#N 6-(5-cyanopyridin-2-yl)-2,6-diazaspiro[3.3]heptane-2-carboxylic acid tert-butyl ester